C(C)(C)(C)OC(=O)N[C@H](C(=O)OC)CC1=C(C=C(C=C1)C(F)(F)F)O methyl (2S)-2-[(tert-butoxycarbonyl)amino]-3-[2-hydroxy-4-(trifluoromethyl)phenyl]propanoate